cyclopentane 4-methylbenzoate CC1=CC=C(C(=O)O)C=C1.C1CCCC1